ClC=1C(=NC=C(C1)N1N=CN(C1=O)CC1=C(C=CC=C1F)F)OC1=C(N=C(S1)C(=O)[O-])C 5-[[3-chloro-5-[4-[(2,6-difluorophenyl)methyl]-5-oxo-1,2,4-triazol-1-yl]-2-pyridyl]oxy]-4-methyl-thiazole-2-carboxylate